dimethyl-silylidene(cyclopentadienyl)(9-fluorenyl)dimethylhafnium CC([Hf](C=[SiH2])(C1C2=CC=CC=C2C=2C=CC=CC12)C1C=CC=C1)C